ClC1=CC=C(C=C1)C=1C=NC=CC1CN1CCN(CC1)C(=O)C=1C=C2C(N(C(C2=CC1)=O)C1C(NC(CC1)=O)=O)=O 5-(4-((3-(4-chlorophenyl)pyridin-4-yl)methyl)piperazine-1-carbonyl)-2-(2,6-dioxopiperidin-3-yl)isoindoline-1,3-dione